methyl 2-(tert-butoxycarbonylamino)-5-[3-[tert-butyl(diphenyl)silyl]oxypropyl]thiazole-4-carboxylate C(C)(C)(C)OC(=O)NC=1SC(=C(N1)C(=O)OC)CCCO[Si](C1=CC=CC=C1)(C1=CC=CC=C1)C(C)(C)C